C(C)C1=C2N=C(C(=NC2=CC=C1)C(=O)N)CC1=CN=C(S1)C1=CC=C(C=C1)OC(F)(F)F ethyl-((2-(4-(trifluoromethoxy)phenyl)thiazol-5-yl)methyl)quinoxaline-2-carboxamide